ClC1=C(C#N)C=CC(=C1)N1CC2(C[C@H]1C)CCN(CC2)C2=CC=C(C=C2)C(=O)N2CCC(CC2)CN2CCN(CC2)C2=CC=C(C=C2)NC2C(NC(CC2)=O)=O 2-Chloro-4-((3R)-8-(4-(4-((4-(4-((2,6-dioxopiperidin-3-yl)amino)phenyl)piperazin-1-yl)methyl)piperidine-1-carbonyl)phenyl)-3-methyl-2,8-diazaspiro[4.5]decan-2-yl)benzonitrile